2-((3-(4-(4-fluorophenyloxy)phenyl)-1,2,4-oxadiazol-5-yl)methyl)acrylic acid FC1=CC=C(C=C1)OC1=CC=C(C=C1)C1=NOC(=N1)CC(C(=O)O)=C